[Hf+4].C[Si](C)(C)C[C-]1C=CC=C1.C[Si](C)(C)C[C-]1C=CC=C1.C[Si](C)(C)C[C-]1C=CC=C1.C[Si](C)(C)C[C-]1C=CC=C1 (trimethylsilylmethylcyclopentadienide) hafnium